O=S1(N(CC(N1)=O)C1=C(C=C(CNC=2C=NC(=NC2)C#N)C=C1O)F)=O 5-((4-(1,1-dioxido-4-oxo-1,2,5-thiadiazolidin-2-yl)-3-fluoro-5-hydroxybenzyl)amino)pyrimidine-2-carbonitrile